4-(2-(4-cyclopropyl-6-methoxypyrimidin-5-yl)-7-(phenylsulfonyl)-7H-pyrrolo[2,3-d]pyrimidin-6-yl)-3,5-dimethylisoxazole C1(CC1)C1=NC=NC(=C1C=1N=CC2=C(N1)N(C(=C2)C=2C(=NOC2C)C)S(=O)(=O)C2=CC=CC=C2)OC